C(C)(C)(C)OC(=O)N1[C@H](CC(C1)C)C=1N=C2N(C=C(N=C2)NC(=O)C=2C=C3C=NN(C3=CC2)C)C1.CC(=CC)CCCC(CCCC(CCCC(C)C)C)C 3,7,11,15-tetramethyl-hexadeca-2-ene tert-butyl-(2R)-4-methyl-2-(6-(1-methyl-1H-indazole-5-carboxamido)imidazo[1,2-a]pyrazin-2-yl)pyrrolidine-1-carboxylate